(2R)-6-[(Z)-N',N'-dimethyl-N''-[(2,2,4,6,7-pentamethyl-2,3-dihydro-1-benzofuran-5-yl)sulfonyl]carbamimidamido]-2-({[(9H-fluoren-9-yl)methoxy]carbonyl}amino)hexanoic acid CN(\C(\NCCCC[C@H](C(=O)O)NC(=O)OCC1C2=CC=CC=C2C=2C=CC=CC12)=N/S(=O)(=O)C=1C(=C(C2=C(CC(O2)(C)C)C1C)C)C)C